C(C)(C)(C)OC(=O)N[C@H]([C@@H](C)OCC1=CC=C(C=C1)C#CCOCCOCCOCCOCC(=O)OC(C)(C)C)CCC(N)=O tert-butyl 15-[4-([[(2R,3S)-3-[(tert-butoxycarbonyl) amino]-5-carbamoyl pentan-2-yl]oxy] methyl)phenyl]-3,6,9,12-tetraoxa-pentadec-14-ynoate